1-cyclopropyl-4-((6-(2-(ethoxymethoxy)-6-methyl-4-(trifluoromethyl)phenyl)-3-((R or S)-1-hydroxyethyl)-2H-pyrazolo[3,4-b]pyrazin-2-yl)methyl)pyrrolidin-2-one C1(CC1)N1C(CC(C1)CN1N=C2N=C(C=NC2=C1[C@@H](C)O)C1=C(C=C(C=C1C)C(F)(F)F)OCOCC)=O |o1:18|